BrC=1C=CC(=NC1)NN 5-bromo-2-hydrazinopyridine